Cl.C(C1=CC=CC=C1)OCC1=CC=CC=C1 benzyl ether hydrochloride